N1=CC(=C2N1C=CC=N2)CN2CC1=C(CC2)C(=CS1)C(=O)NC1=CC(=CC=C1)C(F)(F)F 6-(pyrazolo[1,5-a]pyrimidin-3-ylmethyl)-N-(3-(trifluoromethyl)phenyl)-4,5,6,7-tetrahydrothieno[2,3-c]pyridine-3-carboxamide